O1CCOC2=C1C=CC=C2C=2N=CC(=NC2)NC2=CC=C(C=C2)CNCC2NCCOC2 [5-(2,3-Dihydro-benzo[1,4]dioxin-5-yl)-pyrazin-2-yl]-(4-{[(morpholin-3-ylmethyl)-amino]-methyl}-phenyl)-amine